C(C)(C)(C)OC(=O)N1C(=CC2=CC=CC(=C12)C)OC Methoxy-7-methyl-1H-indole-1-carboxylic acid tert-butyl ester